N1N=C(C=C1)C(=O)[O-].[Ru+3].BrC1=CN(C2=CN=C(C=C21)CC(=O)N)C2COC2.N2N=C(C=C2)C(=O)[O-].N2N=C(C=C2)C(=O)[O-] (3-Bromo-1-(Oxetan-3-yl)-1H-Pyrrolo[2,3-c]Pyridin-5-yl)Acetamide RUTHENIUM PYRAZOLAT